2-[(2R,3R,4S,5S)-3,4,5,6-tetrabenzyloxytetrahydropyran-2-yl]ethylphosphinic acid C(C1=CC=CC=C1)O[C@@H]1[C@H](OC([C@H]([C@H]1OCC1=CC=CC=C1)OCC1=CC=CC=C1)OCC1=CC=CC=C1)CCP(O)=O